3-amino-N-((3-fluoropyridin-2-yl)methyl)-6-(1-methyl-6-oxo-1,6-dihydropyridin-3-yl)-5-(oxazol-2-yl)pyrazine-2-carboxamide NC=1C(=NC(=C(N1)C=1OC=CN1)C1=CN(C(C=C1)=O)C)C(=O)NCC1=NC=CC=C1F